C1CCC2CC(CCC12)C(=O)O octahydro-1H-indene-5-carboxylic acid